FC(C1=CC=C(C=C1)S(=O)(=O)C1=NN(CC1)C(N)=N)(F)F ((4-(trifluoromethyl)phenyl)sulfonyl)-4,5-dihydro-1H-pyrazole-1-carboximidamide